5-bromo-2-fluorobenzo[b]thiophene BrC1=CC2=C(SC(=C2)F)C=C1